C(CCCCCCCCCCC\C=C/CCCCCCCC)(=O)NCCCCCCNC(CCCCCCCCCCC\C=C/CCCCCCCC)=O N,N'-hexamethylenebis(erucamide)